COC(C#CCCCCCC)OC 1,1-dimethoxy-non-2-yne